OC(CC(=O)O)(C(CCCCCCCCCCCCCCCC)C(=O)O)C(=O)O 2-hydroxy-1,2,3-nonadecanetricarboxylic acid